NC1=CN=NC=C1N 4,5-diaminopyridazine